citric acid potassium carbonate potassium citrate carbon [C+4].C(CC(O)(C(=O)[O-])CC(=O)[O-])(=O)[O-].[K+].C([O-])([O-])=O.[K+].C(CC(O)(C(=O)O)CC(=O)O)(=O)O